C(C)N1C(=NN(C1=O)N1C(C2=CC=CC=C2C(=C1)C(=C)C)=O)CO (4-ethyl-3-(hydroxymethyl)-5-oxo-4,5-dihydro-1H-1,2,4-triazol-1-yl)-4-(prop-1-en-2-yl)isoquinolin-1(2H)-one